C(=O)O.ClC1=NN2C(N=CC3=C2[C@@](CN3C(=O)NC3=NC(=C(C(=C3)C)OC)O[C@@H]3CNCC3)(C(F)(F)F)C)=C1 (R)-2-chloro-N-(5-methoxy-4-methyl-6-(((S)-pyrrolidin-3-yl)oxy)pyridin-2-yl)-8-methyl-8-(trifluoromethyl)-7,8-dihydro-6H-pyrazolo[1,5-a]pyrrolo[2,3-e]pyrimidine-6-carboxamide formate